COC1=C(C(=CC(=C1)OC1OCCCC1)OC1OCCCC1)C(\C=C\C1=CC=CC=C1)=O (E)-1-[2-Methoxy-4,6-bis(oxan-2-yloxy)phenyl]-3-phenylprop-2-en-1-one